N1[C@H](C[C@H]1C(=O)O)C(=O)O CIS-AZETIDINE-2,4-DICARBOXYLIC ACID